ClCCCNC 3-chloro-N-methyl-propan-1-amine